isobutenylamide C(=C(C)C)[NH-]